F[C@H]1CN(CC1)C(=O)O[C@H]1/C=C/[C@@H]([C@H](OC(C[C@@H](CC[C@@H]1C)O)=O)/C(=C/C1=CC(=CC(=C1)N1CCOCC1)F)/C)C [(2S,3S,4E,6R,7S,10R)-2-[(E)-1-(3-fluoro-5-morpholin-4-ylphenyl)prop-1-en-2-yl]-10-hydroxy-3,7-dimethyl-12-oxo-1-oxacyclododec-4-en-6-yl] (3R)-3-fluoropyrrolidine-1-carboxylate